7-(1-methyl-1H-indazol-4-yl)-2-oxo-1,2-dihydrospiro[pyrido[2,3-b][1,4]oxazine-3,3'-pyrrolidine]-1'-carbonitrile CN1N=CC2=C(C=CC=C12)C1=CC2=C(OC3(CN(CC3)C#N)C(N2)=O)N=C1